5-(chloromethyl)-3-[(1r,3r)-3-(4-chlorophenyl)cyclobutyl]-2,3-dihydro-1,3,4-oxadiazol-2-one ClCC1=NN(C(O1)=O)C1CC(C1)C1=CC=C(C=C1)Cl